CC1=CC=C(N=N1)NC1=CC2=C(N(C=N2)C2=CC=C(C(=N2)N2N=C(C=3CN(CCC32)C3COC3)C(F)(F)F)C(C)O)C=C1 1-[6-[5-[(6-methylpyridazin-3-yl)amino]benzimidazol-1-yl]-2-[5-(oxetan-3-yl)-3-(trifluoromethyl)-6,7-dihydro-4H-pyrazolo[4,3-c]pyridin-1-yl]-3-pyridinyl]ethanol